C(C1=CC=CC=C1)[C@@H]1N(C(OC1)=O)C([C@@H](CCC(=O)OC(C)(C)C)C)=O tert-butyl (R)-5-((S)-4-benzyl-2-oxooxazolidin-3-yl)-4-methyl-5-oxopentanoate